Cl.COC1=NC(=CC=C1NC(=O)C=1C(=NOC1C)C1=CC=CC=C1)C1=CC=C(C=C1)CNC N-[2-Methoxy-6-[4-(methylaminomethyl)phenyl]-3-pyridyl]-5-methyl-3-phenyl-isoxazole-4-carboxamide hydrochloride